1-ethyl-4-(6-{[5-methyl-3-(6-methylpyridin-3-yl)-1,2-oxazol-4-yl]methoxy}-1,2,3,4-tetrahydro-2,7-naphthyridine-2-carbonyl)pyrrolidin-2-one C(C)N1C(CC(C1)C(=O)N1CC2=CN=C(C=C2CC1)OCC=1C(=NOC1C)C=1C=NC(=CC1)C)=O